methyl 3-(3-{[6-(benzyloxy)-2,2-dioxo-2H-1,2λ6,3-benzoxathiazin-3(4H)-yl]methyl}-4-methylphenyl)-3-[(tert-butoxycarbonyl)amino]propanoate C(C1=CC=CC=C1)OC=1C=CC2=C(CN(S(O2)(=O)=O)CC=2C=C(C=CC2C)C(CC(=O)OC)NC(=O)OC(C)(C)C)C1